ClC=1C=C(C=C2CCC(NC12)=O)C1=NC=CC(=C1CC)C(=O)N (8-chloro-2-oxo-3,4-dihydro-1H-quinolin-6-yl)-3-ethyl-pyridine-4-carboxamide